2'-Chloro-4',6-difluoro-5-(2-methoxyethoxy)-5'-(2-oxo-1-phenylethyl)-[1,1'-biphenyl]-2-carbonitrile ClC1=C(C=C(C(=C1)F)C(C=O)C1=CC=CC=C1)C=1C(=CC=C(C1F)OCCOC)C#N